ClC1=NC(=CC(=C1)C1=C(N=C(S1)NC(=O)N1CCC(CC1)(C)C#N)C1=CC(=CC=C1)C#N)C N-[5-(2-Chloro-6-methyl-4-pyridyl)-4-(3-cyanophenyl)thiazol-2-yl]-4-cyano-4-methyl-piperidine-1-carboxamide